ClC1=CC=C(S1)CNC1=CC(=NN1C(C(CO)(C)C)=O)C1CNCCC1 1-(5-[(5-chlorothiophen-2-yl)methyl]amino-3-(piperidin-3-yl)-1H-pyrazol-1-yl)-3-hydroxy-2,2-dimethylpropan-1-one